COC1=NC=NN2C1=C(C=C2)C=2C=C1C(=NC2)N=C(N1CC=1SC(=CN1)C)C 6-(4-methoxypyrrolo[2,1-f][1,2,4]triazin-5-yl)-2-methyl-1-((5-methyl-1,3-thiazol-2-yl)methyl)-1H-imidazo[4,5-b]pyridine